NC1=CC(=C(OC2=C3C(=NC=C2)N(C=C3C3=CC(=NC=C3)C#N)COCC[Si](C)(C)C)C(=C1)F)F 4-[4-(4-amino-2,6-difluorophenoxy)-1-{[2-(trimethylsilyl)ethoxy]methyl}-1H-pyrrolo[2,3-b]pyridin-3-yl]pyridine-2-carbonitrile